ClC1=CC(=C2C(=N1)N(N=C2)[C@H]2[C@@H]([C@@]([C@H](O2)CO)(O)C#C)O)N2C[C@@H]1[C@H](C2)CCC1 (2R,3S,4R,5R)-5-(6-chloro-4-((3aR,6aS)-hexahydrocyclopenta[c]pyrrol-2(1H)-yl)-1H-pyrazolo[3,4-b]pyridin-1-yl)-3-ethynyl-2-(hydroxymethyl)tetrahydrofuran-3,4-diol